C(#N)C1=CC(=C(COC2=CC=CC(=N2)N2C=NN(CC2)CC2=NC3=C(N2C[C@H]2OCC2)C=C(C=C3F)C(=O)OC)C=C1)OC methyl (S)-2-((4-(6-((4-cyano-2-methoxybenzyl) oxy) pyridin-2-yl)-5,6-dihydro-1,2,4-triazin-1(4H)-yl) methyl)-4-fluoro-1-(oxetan-2-ylmethyl)-1H-benzo[d]imidazole-6-carboxylate